FC1=C(C=C(C=N1)N1N=C(C=CC1=O)C(=O)N)C1=CN=NN1C 6-fluoro-5-(1-methyl-1H-1,2,3-triazol-5-yl)pyridin-3-yl-6-oxo-1,6-dihydropyridazine-3-carboxamide